(E)-4-(2-Cyano-6-(4-(dimethylamino)but-2-enoyl)-4,5,6,7-tetrahydrothieno[2,3-c]pyridin-4-yl)-3-(1-ethyl-3-(trifluoromethyl)-1H-pyrazol-4-yl)-N-methylbenzamide C(#N)C1=CC2=C(CN(CC2C2=C(C=C(C(=O)NC)C=C2)C=2C(=NN(C2)CC)C(F)(F)F)C(\C=C\CN(C)C)=O)S1